CC(C)N1C2C3=CC=4OCOC4C=C3C1C=C2 14-(prop-2-yl)-5,7-dioxa-14-azatetracyclo[9.2.1.02,10.04,8]Tetradeca-2,4(8),9,12-tetraene